ClC1=CC(=NC(=C1)F)C(F)F 4-chloro-2-(difluoromethyl)-6-fluoropyridine